ethylaminoacetamide distearate C(CCCCCCCCCCCCCCCCC)(=O)O.C(CCCCCCCCCCCCCCCCC)(=O)O.C(C)NCC(=O)N